[N-]=C=O.C(C(=C)C)(=O)OCCC propyl methacrylate isocyanate